1-(5-(methylthio)-1-phenyl-1H-1,2,3-triazol-4-yl)ethan-1-one CSC1=C(N=NN1C1=CC=CC=C1)C(C)=O